2-((2-(1-(carboxyethoxy)ethyl)(1-carboxyethyl)amino)ethoxy)succinic acid C(=O)(O)CCOC(C)CC(C(=O)O)NCCOC(C(=O)O)CC(=O)O